1-(2,2-difluoro-7,9-dihydro-6H-[1,3]dioxolo[4,5-H]isochromen-9-yl)-N-methyl-methylamine FC1(OC2=C(C=CC=3CCOC(C23)CNC)O1)F